1,3-di-tert-butyl-5-chloro-9-methyl-9-phenyl-9H-fluorene C(C)(C)(C)C1=CC(=CC=2C3=C(C=CC=C3C(C12)(C1=CC=CC=C1)C)Cl)C(C)(C)C